COC1=CC=C(CN(C2=NC(=CC(=C2C)B2OC(C(O2)(C)C)(C)C)C)CC2=CC=C(C=C2)OC)C=C1 N,N-bis(4-methoxybenzyl)-3,6-dimethyl-4-(4,4,5,5-tetramethyl-1,3,2-dioxaborolan-2-yl)pyridin-2-amine